FC(CN1CCC(CC1)C(=O)NC=1N=CC2=CC=C(C=C2C1)C1=CN=NN1C)(C)C 1-(2-fluoro-2-methylpropyl)-N-(6-(1-methyl-1H-1,2,3-triazol-5-yl)isoquinolin-3-yl)piperidine-4-carboxamide